5-[1-(2H3)methyl-1H-pyrazol-4-yl]-2-{3-[(3S)-3-(propan-2-yl)piperazin-1-yl]-1,2,4-triazin-6-yl}phenol C(N1N=CC(=C1)C=1C=CC(=C(C1)O)C1=CN=C(N=N1)N1C[C@@H](NCC1)C(C)C)([2H])([2H])[2H]